C1(CCCC1)C=1N(C(C(=CN1)NCC1=CC2=C(OC3=C2C=CC=C3)C=C1)=O)CC(=O)O 2-(2-cyclopentyl-5-((dibenzo[b,d]furan-2-ylmethyl)amino)-6-oxopyrimidin-1(6H)-yl)acetic acid